(S)-2-((((9H-fluoren-9-yl)methoxy)carbonyl)amino)-4-fluoro-4-methylpentanoic acid C1=CC=CC=2C3=CC=CC=C3C(C12)COC(=O)N[C@H](C(=O)O)CC(C)(C)F